6'-(((1S,3S)-3-((5-methylpyrazin-2-yl)amino)cyclopentyl)amino)-5-((methylthio)methyl)-2H-[1,3'-bipyridin]-2-one CC=1N=CC(=NC1)N[C@@H]1C[C@H](CC1)NC1=CC=C(C=N1)N1C(C=CC(=C1)CSC)=O